(2-butoxyethyl)phosphate C(CCC)OCCOP(=O)([O-])[O-]